t-butyl perbenzoate C1=CC=CC=C1C(=O)OOC(C)(C)C